allyltrisilane C(C=C)[SiH2][SiH2][SiH3]